octadecyl phosphate triethanolamine salt N(CCO)(CCO)CCO.P(=O)(OCCCCCCCCCCCCCCCCCC)(O)O